CC1(CCC1)NCC1=C2C(=NC(=C1)C(=O)NC1=CC(=CC=C1)C1(CC(C1)CC#N)C1=NN=CN1C)SC=C2 4-{[(1-methylcyclobutyl)amino]methyl}-N-{3-[(1s,3s)-3-(cyanomethyl)-1-(4-methyl-1,2,4-triazol-3-yl)cyclobutyl]phenyl}thieno[2,3-b]pyridine-6-carboxamide